3-Methyl-6-(4-methylpiperazine-1-yl)benzo[b]thiophene-2-carboxylic acid CC=1C2=C(SC1C(=O)O)C=C(C=C2)N2CCN(CC2)C